1-cyanoethyl-2-undecylimidazole trimelliTate C(C=1C(C(=O)O)=CC(C(=O)O)=CC1)(=O)O.C(#N)C(C)C=1N=C(NC1)CCCCCCCCCCC